FC(C1=NN(C=C1NC(=O)C=1N=C(OC1)C=1C=NN(C1)C)C1=CC=C(C=C1)CO)F N-[3-(difluoromethyl)-1-[4-(hydroxymethyl)phenyl]pyrazol-4-yl]-2-(1-methylpyrazol-4-yl)oxazole-4-carboxamide